IC1=CC=C2C=C(C(=NC2=C1)OC)C(=O)OC methyl 7-iodo-2-methoxyquinoline-3-carboxylate